4-(4-{[2-(dimethylamino)ethyl]amino}-2-oxo-2,3-dihydro-1H-1,3-benzodiazol-1-yl)-N-(3-methoxy-4-methylphenyl)cyclohexane-1-carboxamide CN(CCNC1=CC=CC=2N(C(NC21)=O)C2CCC(CC2)C(=O)NC2=CC(=C(C=C2)C)OC)C